(R)-N-(1-(6-(3-Methoxytetrahydrofuran-3-yl)-4-methylpyridin-2-yl)-3-(2-azaspiro[3.3]heptane-6-yl)-1H-pyrrolo[3,2-c]pyridin-6-yl)acetamide CO[C@@]1(COCC1)C1=CC(=CC(=N1)N1C=C(C=2C=NC(=CC21)NC(C)=O)C2CC1(CNC1)C2)C